3-carboxy-5-nitrophenylboric acid C(=O)(O)C=1C=C(C=C(C1)[N+](=O)[O-])OB(O)O